CN(C)C1CCC(CC1)N.Cl (1r,4r)-N1,N1-dimethylcyclohexane-1,4-diamine hydrochloride